ClC=1C(=C(CNC(CN(C(CN2N=C(C3=CC=C(C=C23)CO)C(=O)N)=O)C2CC2)=O)C=CC1)F 1-(2-((2-((3-chloro-2-fluorobenzyl)amino)-2-oxoethyl)(cyclopropyl)amino)-2-oxoethyl)-6-(hydroxymethyl)-1H-indazole-3-carboxamide